C(C1=CC=CC=C1)NC1=C2N=CN(C2=NC=N1)C(C)C 6-(benzylamino)-9-propan-2-ylpurin